CC1(OC2(C(O1)CC13C(CCC1C(C2C3)(C)C)C)C)C=CC 2,5,8,8,9a-Penta-methyl-2-(prop-1-en-1-yl)octahydro-4H-4a,9-methanoazuleno[5,6-d][1,3]dioxole